3-((imidazo[1,2-a]pyridine-3-carboxamido)methyl)-4-propylbenzoic acid methyl ester COC(C1=CC(=C(C=C1)CCC)CNC(=O)C1=CN=C2N1C=CC=C2)=O